(S)-2-aminobutyric acid 2-ethylbutyl ester C(C)C(COC([C@H](CC)N)=O)CC